N1N=CC2=CC(=CC=C12)NC=1N=CC2=C(N1)N(C(C(=C2C)Br)=O)C2CCCC2 2-((1H-indazol-5-yl)amino)-6-bromo-8-cyclopentyl-5-methylpyrido[2,3-d]pyrimidin-7(8H)-one